CN1C(C2=CC=C(C=C2C1)B1OC(C(O1)(C)C)(C)C)=O 2-methyl-5-(4,4,5,5-tetramethyl-1,3,2-dioxaborolan-2-yl)isoindolin-1-one